C12(CC(C1)C2)C2=CC=C(OP(=O)(OC1=C(C(=C(C(=C1F)F)F)F)F)N[C@@H](C)C(=O)OCC)C=C2 ethyl ((4-(bicyclo[1.1.1]pentan-1-yl)phenoxy)(perfluorophenoxy) phosphoryl)-L-alaninate